tert-butyl ((6-bromopyridazin-3-yl)methyl)(cyclopropylmethyl)carbamate BrC1=CC=C(N=N1)CN(C(OC(C)(C)C)=O)CC1CC1